CNC1=NC(=NC=C1C(F)(F)F)NC1=CC=C2C=NN(C2=C1)C N4-methyl-N2-(1-methyl-1H-indazol-6-yl)-5-(trifluoromethyl)pyrimidine-2,4-diamine